CC1(N(CCC1)CCNC(=O)C1=CC(=CS1)C)C 5-((2-(2,2-dimethylpyrrolidin-1-yl)ethyl)carbamoyl)-3-methylthiophen